BrC1=C(C(=CC(=C1)F)F)N=C=O 2-bromo-4,6-difluorophenyl isocyanate